2-methoxyethyl ethenesulfonate C(=C)S(=O)(=O)OCCOC